O([C@H]1[C@H](O)[C@@H](O)[C@H](O)[C@H](O1)CO)C1=CC2=CC=CC=C2C=C1 2-Naphthyl beta-D-glucopyranoside